ethoxymethylmethacrylate C(C)OCOC(C(=C)C)=O